3-(((4-methyl-5-(pyrimidin-4-yl)-4H-1,2,4-triazol-3-yl)methyl)amino)benzamide CN1C(=NN=C1C1=NC=NC=C1)CNC=1C=C(C(=O)N)C=CC1